7'-Cyclopentyl-2'-methylsulfanyl-spiro[cyclopropane-1,5'-pyrrolo[2,3-d]pyrimidine]-6'-one C1(CCCC1)N1C(C2(C3=C1N=C(N=C3)SC)CC2)=O